copper ethylene glycol terephthalate C(C1=CC=C(C(=O)[O-])C=C1)(=O)[O-].C(CO)O.[Cu+2]